O=C1N(C(C2=CC=CC=C12)=O)[C@H](C(=O)O)C (S)-2-(1,3-dioxoisoindolin-2-yl)propionic acid